4-(2-hydroxybenzyl)-2-(1-naphthyl)-1,2,4-thiadiazole-3,5-dione OC1=C(CN2C(N(SC2=O)C2=CC=CC3=CC=CC=C23)=O)C=CC=C1